FC(C(=O)O)(F)F.N[C@H](C(=O)O)CCC1(N=N1)CCC#C (S)-2-amino-4-(3-(but-3-yn-1-yl)-3H-diazirin-3-yl)butanoic acid trifluoroacetic acid salt